NC1=C2N=CN(C2=NC(=N1)F)[C@H]1C[C@@H]([C@@](O1)(C#C)CO[P@](=O)(OC1=CC=CC=C1)N[C@H](C(=O)OCCCCCCCCCCCCCCCCCCCCC)CC1=CC(=CC(=C1)F)F)O henicosyl (S)-2-(((S)-(((2R,3S,5R)-5-(6-amino-2-fluoro-9H-purin-9-yl)-2-ethynyl-3-hydroxytetrahydrofuran-2-yl)methoxy)(phenoxy)phosphoryl)amino)-3-(3,5-difluorophenyl)propanoate